2,2-dimethyl-cyclopropaneformic acid CC1(C(C1)C(=O)O)C